O1[C@H]2[C@H](N(CC1)C(=O)OC(C)(C)C)CNC2 tert-butyl (4aR,7aR)-3,4a,5,6,7,7a-hexahydro-2H-pyrrolo[3,4-b][1,4]oxazine-4-carboxylate